4-(methylthio)phenylacetic acid CSC1=CC=C(C=C1)CC(=O)O